FC=1C=C2C(C(=CN(C2=NC1N1CC(C1)C(NC1=NC=C(C=C1)OC)=O)C=1SC=CN1)C(=O)O)=O 6-fluoro-7-{3-[(5-methoxypyridin-2-yl)carbamoyl]azetidin-1-yl}-4-oxo-1-(1,3-thiazol-2-yl)-1,4-dihydro-1,8-naphthyridine-3-carboxylic acid